FC1=C(C(=O)C2=NNC3=NC=C(C=C32)C3=C(C=C(C=C3)S(=O)(=O)N)C)C=CC(=C1NS(=O)(=O)CCC)F 4-(3-(2,4-difluoro-3-(propylsulphonamido)benzoyl)-1H-pyrazolo[3,4-b]pyridin-5-yl)-3-methylbenzenesulphonamide